Methionine-S-oxide N[C@@H](CCS(C)=O)C(=O)O